4-(methylthio)-1-oxo-1-((4-(3-(pyridin-4-yl)phenyl)thiazol-2-yl)amino)butan-2-aminium chloride [Cl-].CSCCC(C(NC=1SC=C(N1)C1=CC(=CC=C1)C1=CC=NC=C1)=O)[NH3+]